C(C=C)C1C=NC2=C(O1)C=CC(=C2)N allyl-6-amino-2H-benzo[B][1,4]oxazine